4-hydroxy-3-(methylthio)butanoic acid OCC(CC(=O)O)SC